FC1=NC=CC(=C1)C1=C(N=C(C2=CC3=C(C=C12)C=NN3)N=S(=O)(C)C)C(C)C ((5-(2-fluoropyridin-4-yl)-6-isopropyl-1H-pyrazolo[4,3-g]isoquinolin-8-yl)imino)dimethyl-λ6-sulfanone